N1C(=NC2=C1C=CC=C2)C2=CC=CC(=N2)C (6-(1H-benzo[d]imidazol-2-yl)pyridin-2-yl)methan